C1(=CC=CC2=CC=CC=C12)C=1C2=CC=CC=C2C(=C2C=CC=CC12)C1=CC=CC2=CC=CC=C12 9,10-bis(1-naphthalenyl)Anthracene